(tert-butoxycarbonyl)-L-valine 4-(benzyloxy)-4-oxobutyl ester C(C1=CC=CC=C1)OC(CCCOC([C@@H](NC(=O)OC(C)(C)C)C(C)C)=O)=O